[Cl-].[Ca+2].P(=O)([O-])([O-])O.[K+] monopotassium phosphate calcium chloride